NC1=C(C=C(C=N1)C=1C=C2N(N1)CC[C@]21CN(CC1)C(=O)NC(C)C)O[C@H](C)C1=NC=CC(=C1)C (3R)-2'-{6-amino-5-[(1R)-1-(4-methylpyridin-2-yl)ethoxy]pyridin-3-yl}-N-(propan-2-yl)-5',6'-dihydrospiro[pyrrolidine-3,4'-pyrrolo[1,2-b]pyrazole]-1-carboxamide